C(C)OC[C@]1(CN(CC1)C(C)(C)C=1C=CC(=NC1)C)CC=1SC(=CC1)F |o1:4| (S or R)-5-(2-(3-(ethoxymethyl)-3-((5-fluorothiophen-2-yl)methyl)pyrrolidin-1-yl)propan-2-yl)-2-methylpyridine